N-(2-pyridinylmethyl)-N'-[2-[(phenyl)amino]ethyl]-N'-(5,6,7,8-tetrahydro-8-quinolinyl)-1,4-benzenedimethanamine N1=C(C=CC=C1)CNCC1=CC=C(C=C1)CN(C1CCCC=2C=CC=NC12)CCNC1=CC=CC=C1